2-(4-bromo-2-methyl-phenyl)acetonitrile BrC1=CC(=C(C=C1)CC#N)C